C(C1=CC=CC=C1)OC([C@H](COCC1=CC=CC=C1)N1CCN(CCN(CCN(CC1)[C@H](C(OCC1=CC=CC=C1)=O)COCC1=CC=CC=C1)[C@H](C(OCC1=CC=CC=C1)=O)COCC1=CC=CC=C1)[C@H](C(=O)OC)CCC=C)=O methyl (2S)-2-{4,7,10-tris[(2S)-1,3-bis(benzyloxy)-1-oxopropan-2-yl]-1,4,7,10-tetraazacyclododecan-1-yl}hex-5-enoate